FC1=C(C=C(C=C1)OC1=NC(=CC=C1)C1=CC(=CC=C1)S(=O)(=O)C)O 2-fluoro-5-((6-(3-(methylsulfonyl)phenyl)pyridin-2-yl)oxy)phenol